tert-butyl 3-(4-(3-hydroxyazetidin-1-yl)-1-(4-(trifluoromethoxy)phenyl)-1H-pyrazolo[4,3-c]pyridin-3-yl)azetidine-1-carboxylate OC1CN(C1)C1=NC=CC2=C1C(=NN2C2=CC=C(C=C2)OC(F)(F)F)C2CN(C2)C(=O)OC(C)(C)C